trimethoxygermain COC=1C(=[Ge](C=CC1)OC)OC